tert-butyl 4-fluoro-5-hydroxyazepane-1-carboxylate FC1CCN(CCC1O)C(=O)OC(C)(C)C